CC1=C(C(=O)C2(CC=CC=C2)C2=CC=CC=C2)C(=CC(=C1)C)C 2,4,6-trimethyl-4'-phenyl-4'-benzophenone